[Ru].NP(=C(P(C1=CC=CC=C1)C1=CC=CC=C1)P(C1=CC=CC=C1)C1=CC=CC=C1)(N)N triamino-1,1-bis(diphenylphosphino)methylenephosphine ruthenium